phenyl 6-isopropoxy-2-(1-methyl-2-oxabicyclo[2.2.1]hept-4-yl)-2H-indazole-5-carboxylate C(C)(C)OC=1C(=CC2=CN(N=C2C1)C12COC(CC1)(C2)C)C(=O)OC2=CC=CC=C2